BrC=1C(=C2CN(C(C2=CC1)=O)C1C(NC(CC1)=O)=O)CN1CCNCC1 3-(5-bromo-1-oxo-4-(piperazin-1-ylmethyl)isoindolin-2-yl)piperidine-2,6-dione